N1(CCNCC1)C=1N=C(C2=C(N1)C=CC=N2)N (piperazin-1-yl)pyrido[3,2-d]pyrimidin-4-amine